(3R,4R)-4-((7-(5-(difluoromethyl)-3-fluoropyridin-2-yl)-5-fluoropyrrolo[2,1-f][1,2,4]triazin-2-yl)amino)-1-((difluoromethyl)sulfonyl)piperidin-3-ol FC(C=1C=C(C(=NC1)C1=CC(=C2C=NC(=NN21)N[C@H]2[C@@H](CN(CC2)S(=O)(=O)C(F)F)O)F)F)F